5-((6-(4-(trifluoromethoxy)phenyl)pyridin-3-yl)methylene)thiazolidine-2,4-dione FC(OC1=CC=C(C=C1)C1=CC=C(C=N1)C=C1C(NC(S1)=O)=O)(F)F